F[C@H]1CN(CC[C@H]1OC)C1=NC=CC(=N1)NC=1N=CC2=C(C=CC(=C2C1)C(C)C)N1[C@@H]([C@H](C1)CS(=O)(=O)C)C N-{2-[(3S,4R)-3-fluoro-4-methoxypiperidin-1-yl]pyrimidin-4-yl}-8-[(2R,3S)-3-(methylsulfonylmethyl)-2-methylazetidin-1-yl]-5-(propan-2-yl)isoquinolin-3-amine